2-(4-(4-((3-chlorobenzyl)amino)-6-(1-methyl-6-oxo-1,6-dihydropyridin-3-yl)quinazolin-2-yl)-1H-pyrazol-1-yl)acetamide ClC=1C=C(CNC2=NC(=NC3=CC=C(C=C23)C2=CN(C(C=C2)=O)C)C=2C=NN(C2)CC(=O)N)C=CC1